1,1,1,2,3-pentafluoro-2-butene FC(C(=C(C)F)F)(F)F